(1R,3R,5S)-3-methyl-5-(8-(trifluoromethyl)quinoxalin-5-yl)cyclohexylamine C[C@H]1C[C@H](C[C@H](C1)C1=C2N=CC=NC2=C(C=C1)C(F)(F)F)N